CC=1C(=NN(C1C(=O)[O-])COCC[Si](C)(C)C)COS(=O)(=O)C 4-methyl-3-(((methylsulfonyl) oxy) methyl)-1-((2-(trimethylsilyl) ethoxy) methyl)-1H-pyrazole-5-carboxylate